ClC=1N=C(C2=C(N1)C(=NC=C2)C2=CC(=CC=C2)[N+](=O)[O-])Cl 2,4-dichloro-8-(3-nitrophenyl)pyrido[3,4-d]Pyrimidine